1-(cyclopropylmethyl)-3-methyl-1H-pyrazol-5-carbonyl isothiocyanate C1(CC1)CN1N=C(C=C1C(=O)N=C=S)C